SCCC(C(=O)[O-])(C)N=C=S 2-mercaptoethyl-thioisocyanato-propionate